2-(((6-(2-chloro-2'-methyl-3'-((2-methylpyrido[3,2-d]pyrimidin-4-yl)amino)-[1,1'-biphenyl]-3-yl)-2-methoxypyridin-3-yl)methyl)(methyl)amino)ethan-1-ol ClC1=C(C=CC=C1C1=CC=C(C(=N1)OC)CN(CCO)C)C1=C(C(=CC=C1)NC=1C2=C(N=C(N1)C)C=CC=N2)C